[Br-].BrC1=C(C=CC=C1C)C[P+](C1=CC=CC=C1)(C1=CC=CC=C1)C1=CC=CC=C1 (2-bromo-3-methyl-phenyl)methyl-triphenyl-phosphonium bromide